N-(2-amino-4-fluorophenyl)-7-[(5-{[2-chloro-4-(phenyloxy)phenyl]carbonyl}-7H-pyrrolo[2,3-d]pyrimidin-4-yl)amino]heptanamide NC1=C(C=CC(=C1)F)NC(CCCCCCNC=1C2=C(N=CN1)NC=C2C(=O)C2=C(C=C(C=C2)OC2=CC=CC=C2)Cl)=O